NC=1C(=NC(=NC1C1=C2C=NNC2=CC=C1C)C=1C(=NC=CC1)NC1CC1)C(=O)N 5-amino-2-(2-(cyclopropylamino)pyridin-3-yl)-6-(5-methyl-1H-indazol-4-yl)pyrimidine-4-carboxamide